ClC=1C=C(C=C(C1)Cl)NC1=NC=CC(=N1)C1=NN(C(=C1)C(=O)N[C@H](CN1CCCC1)C(C)C)C 3-{2-[(3,5-dichlorophenyl)amino]pyrimidin-4-yl}-1-methyl-N-[(2S)-3-methyl-1-(pyrrolidin-1-yl)butan-2-yl]-1H-pyrazole-5-carboxamide